C(C)(C)(C)OC(=O)N1CC(CCC1)C1=CC(=NC=2N1N=C(C2)[C@@H]2CC[C@H](CC2)C(F)(F)F)C 3-{5-methyl-2-[trans-4-(trifluoromethyl)cyclohexyl]pyrazolo[1,5-a]pyrimidin-7-yl}piperidine-1-carboxylic acid tert-butyl ester